OC1=C(C=CC2=CC=CC=C12)C=O 1-hydroxy-2-naphthalenecarboxaldehyde